FC1(CCN(CC1)C(=O)C=1C=C2C(=NC1)N(C=C2)C=2C=NC=C(C=O)C2)F 5-(5-(4,4-difluoropiperidine-1-carbonyl)-1H-pyrrolo[2,3-b]pyridin-1-yl)nicotinaldehyde